[Cr].O=S1(CCC(CC1)C(=O)N1CC(C1)=CC1=CC=C(C=C1)B1OC(C(O1)(C)C)(C)C)=O (1,1-dioxotetrahydro-2H-thiopyran-4-yl)(3-(4-(4,4,5,5-tetramethyl-1,3,2-dioxaborolan-2-yl)benzylidene)azetidin-1-yl)methanone chromium